2-(benzhydryloxy)-N,N-dimethylethan-1-amine hydrochloride Cl.C(C1=CC=CC=C1)(C1=CC=CC=C1)OCCN(C)C